N2-((allyloxy)carbonyl)-N6-(tert-butoxycarbonyl)-L-lysine C(C=C)OC(=O)N[C@@H](CCCCNC(=O)OC(C)(C)C)C(=O)O